meta-dioxin O1COCC=C1